(S)-7-((9H-carbazole-3-carbonyl)glycyl)-N-((R)-1-(4-carbamimidoylthiophen-2-yl)ethyl)-1,4-dioxa-7-azaspiro[4.4]nonane-8-carboxamide C1=CC(=CC=2C3=CC=CC=C3NC12)C(=O)NCC(=O)N1CC2(OCCO2)C[C@H]1C(=O)N[C@H](C)C=1SC=C(C1)C(N)=N